C1=C(C=CC=2C3=CC=CC=C3C3(C12)C=1C=CC=CC1C=1C2=C(C=CC13)C=CC=C2)N2C=1N(CCC2)CCCN1 1-(spiro[7H-benzo[c]fluorene-7,9'-9H-fluorene]-2'-yl)-1,3,4,6,7,8-hexahydro-2H-pyrimido[1,2-a]pyrimidine